1-isopropyl-4,8,12-trimethylcyclotetradecane-3,7,11-trienol C(C)(C)C1(CC=C(CCC=C(CCC=C(CC1)C)C)C)O